COC1=CC=CC2=C1C(=CN2)CN=C=S The molecule is a member of the class of indoles that is 1H-indole carrying isothiocyanatomethyl and methoxy substituents at positions 3 and 4 respectively. It has a role as an Arabidopsis thaliana metabolite. It is an isothiocyanate, a member of indoles and an aromatic ether.